3-[[1,3-Dihydroxy-2-(hydroxymethyl)propan-2-yl]amino]-2-hydroxypropan OCC(CO)(CO)NCC(C)O